(R)-1-(4-chlorobenzofuran-7-yl)-2-(2,6-dibromophenoxy)ethan-1-ol ClC1=CC=C(C2=C1C=CO2)[C@H](COC2=C(C=CC=C2Br)Br)O